COC1CCC(CC1)CNC1C(CCCC1)OC=1C=C2CN(C(C2=CC1)=O)C1C(NC(CC1)=O)=O 3-(5-((2-((((1s,4s)-4-methoxycyclohexyl)methyl)amino)cyclohexyl)oxy)-1-oxoisoindolin-2-yl)piperidine-2,6-dione